bis-(isopropyl)ammonium tetrakis(pentafluorophenyl)borate FC1=C(C(=C(C(=C1[B-](C1=C(C(=C(C(=C1F)F)F)F)F)(C1=C(C(=C(C(=C1F)F)F)F)F)C1=C(C(=C(C(=C1F)F)F)F)F)F)F)F)F.C(C)(C)[NH2+]C(C)C